C1(CCC1)OCC(=O)NC12CC(C1)(C2)C=O 2-(Cyclobutoxy)-N-(1-formyl-3-bicyclo[1.1.1]pentanyl)acetamide